C=C(C(=O)[O-])CC1=CC(=C(C(=C1)C(C)(C)C)O)C(C)(C)C methylen-(3,5-di-tert.-butyl)-4-hydroxyhydrocinnamat